N-amino-3-amino-1,2,4-triazole NN1N=C(N=C1)N